cerium-iron-tungsten [W].[Fe].[Ce]